(4,4-diethyl)pentamethylene glycol C(C)C(CCCO)(CO)CC